1-aminoethylphosphonic acid NC(C)P(O)(O)=O